ClC1=NN2C(N=CC3=C2C(CN3)(C(F)(F)F)OC)=C1 2-chloro-8-methoxy-8-(trifluoromethyl)-7,8-dihydro-6H-pyrazolo[1,5-a]pyrrolo[2,3-e]pyrimidine